1-((1-propenoylazetidin-3-yl)methyl)-7-chloro-6-(3-hydroxynaphthalen-1-yl)quinoxalin-2,3(1H,4H)-dione C(C=C)(=O)N1CC(C1)CN1C(C(NC2=CC(=C(C=C12)Cl)C1=CC(=CC2=CC=CC=C12)O)=O)=O